6-bromo-1-(difluoromethyl)-2-methyl-1H-benzo[d]imidazole BrC=1C=CC2=C(N(C(=N2)C)C(F)F)C1